[Si](C1=CC=CC=C1)(C1=CC=CC=C1)(C(C)(C)C)OC[C@@H](C[C@@](C=O)(C)OC)C (2R,4R)-5-((tert-butyldiphenylsilyl)oxy)-2-methoxy-2,4-dimethylpentanal